Dipropylaminoethylamide C(CC)N(CCC)CC[NH-]